6-(2-hydroxy-2-methylpropoxy)-4-(6-(6-((5-methoxypyrazin-2-yl)methyl)-3,6-diazabicyclo[3.1.1]heptan-3-yl)pyridin-3-yl)pyrazolo[1,5-a]pyridine-3-carbonitrile OC(COC=1C=C(C=2N(C1)N=CC2C#N)C=2C=NC(=CC2)N2CC1N(C(C2)C1)CC1=NC=C(N=C1)OC)(C)C